FC=1C=C2C(=NC=NC2=CC1F)N1CC=2C=C(C=NC2CC1)N1CCN(C2(COC2)C1)C 8-(6-(6,7-difluoroquinazolin-4-yl)-5,6,7,8-tetrahydro-1,6-naphthyridin-3-yl)-5-methyl-2-oxa-5,8-diazaspiro[3.5]nonane